3-Bromo-6,6-dimethyl-11-oxo-8-(4-oxopiperidin-1-yl)-6,11-dihydro-5H-benzo[b]carbazole-9-Nitrile BrC1=CC=C2C=3C(C4=C(C(C3NC2=C1)(C)C)C=C(C(=C4)C#N)N4CCC(CC4)=O)=O